C(C)(=O)OCCCCCCCCCCC=C (Z)-11-dodecenyl acetate